(2S,4R)-N-((3-(4-decylphenyl)-1,2,4-oxadiazol-5-yl)methyl)-4-fluoropyrrolidine-2-carboxamide hydrochloride Cl.C(CCCCCCCCC)C1=CC=C(C=C1)C1=NOC(=N1)CNC(=O)[C@H]1NC[C@@H](C1)F